(3-cyclobutylphenyl)boronic acid C1(CCC1)C=1C=C(C=CC1)B(O)O